C1(=CC=CC=C1)C1=CN=CN1C=1C=C2CCC=NC2=CC1 6-(5-Phenyl-1H-imidazol-1-yl)-3,4-dihydroquinolin